ClC1=CC=C(OCC2=NN=C(O2)C23CC(C2)(C3)NC(OC(C)(C)C)=O)C=C1 Tert-butyl (3-(5-((4-chlorophenoxy)methyl)-1,3,4-oxadiazol-2-yl)bicyclo[1.1.1]pentan-1-yl)carbamate